tert-Butyl (S)-4-hydroxy-4-((1-methoxy-1,5-dioxopentan-2-yl)carbamoyl)piperidine-1-carboxylate OC1(CCN(CC1)C(=O)OC(C)(C)C)C(N[C@H](C(=O)OC)CCC=O)=O